3-(2-methoxy-ethylcarbamoylsulfanyl)-propionic acid COCCNC(=O)SCCC(=O)O